CN(C=1C=C(C=C2C(=NC(=NC12)C)SCC(=O)C1=CC=C(S1)CNC(CO)=O)C(F)(F)F)C N-((5-(2-((8-(dimethylamino)-2-methyl-6-(trifluoromethyl)quinazolin-4-yl)thio)acetyl)thiophen-2-yl)methyl)-2-hydroxyacetamide